COC1=C(C=C(C=C1)C1=NC(=CC(=N1)C1CB(OC1)O)C)OCCC 4-(2-(4-Methoxy-3-propoxyphenyl)-6-methylpyrimidin-4-yl)-1,2-oxaborolan-2-ol